CCCC/C=C\CCCCCCCC(=O)OC[C@H](COP(=O)(O)OC[C@@H](C(=O)O)N)OC(=O)CCCC/C=C\C/C=C\C/C=C\C/C=C\CC 1-(9Z-tetradecenoyl)-2-(6Z,9Z,12Z,15Z-octadecatetraenoyl)-glycero-3-phosphoserine